2-(2-hydroxy-3-((4-(3-oxo-4-morpholinyl)phenyl)amino)propyl)isoindole-1,3-dione OC(CN1C(C2=CC=CC=C2C1=O)=O)CNC1=CC=C(C=C1)N1C(COCC1)=O